FC(C1=CC=C(C=C1)S(=O)(=O)NC(OCC)=O)(F)F Ethyl ((4-(trifluoromethyl)phenyl)sulfonyl)carbamate